C(CCC)C1=CC=C(C=C1)CC(NO)=N 2-(4-butylphenyl)-N-hydroxyacetimidamide